((1S,4r)-4-((S)-3-(5-cyanopyridin-3-yl)isoxazolidine-2-carbonyl)cyclohexyl)methyl 4-nitrobenzenesulfonate [N+](=O)([O-])C1=CC=C(C=C1)S(=O)(=O)OCC1CCC(CC1)C(=O)N1OCC[C@H]1C=1C=NC=C(C1)C#N